F[C@@H]1CN(CC[C@H]1N1N=CC(=C1)C1(NC=C(C(=N1)NC)C(F)(F)F)N)C 2-(1-((trans)-3-fluoro-1-methylpiperidin-4-yl)-1H-pyrazol-4-yl)-N4-methyl-5-(trifluoromethyl)pyrimidine-2,4-diamine